C(=O)(OC(C)(C)C)N[C@@H](CCC(=O)[O-])C(=O)OC methyl N-Boc-glutamate